COC1=CC=C(CNC2=C3C(=NC=C2)C(=NN3)C)C=C1 N-(4-methoxybenzyl)-3-methyl-1H-pyrazolo[4,3-b]pyridin-7-amine